C(C)(C)(C)C1=CC=C(C=C1)NC=1N=C2C(=NC1O)NC(=N2)C(F)(F)F 5-((4-(TERT-BUTYL)PHENYL)AMINO)-2-(TRIFLUOROMETHYL)-1H-IMIDAZO[4,5-B]PYRAZIN-6-OL